NC1=C(C=C(C=C1)NC(C1=CC(=CC=C1)C(F)(F)F)=O)C N-(4-amino-3-methylphenyl)-3-(trifluoromethyl)benzamide